4-[[1-[3-[(2,2-difluoro-1,3-benzodioxol-5-yl)-methyl-carbamoyl]phenyl]-3-(difluoromethyl)-4,5,6,7-tetrahydroindazol-7-yl]oxy]benzoic acid FC1(OC2=C(O1)C=CC(=C2)N(C(=O)C=2C=C(C=CC2)N2N=C(C=1CCCC(C21)OC2=CC=C(C(=O)O)C=C2)C(F)F)C)F